Cl.CN1C2C3=CC=CC=C3C1CCC2 12-Methyl-12-azatricyclo[6.3.1.02,7]dodeca-2,4,6-triene hydrochloride